ClC=1C(=C2C=NNC2=CC1C)C=1C(=NN(C1C)C1CC2(CNC2)C1)C=1C=C2C=NN(C2=CC1)C 5-chloro-6-methyl-4-(5-methyl-3-(1-methyl-1H-indazol-5-yl)-1-(2-azaspiro[3.3]hept-6-yl)-1H-pyrazol-4-yl)-1H-indazole